C1(CCC1)OC1=CC=C(CNC(N(CC2CN(CCC2)C)CC2=CC=C(C=C2)F)=O)C=C1 3-(4-Cyclobutoxybenzyl)-1-(4-fluorobenzyl)-1-((1-methylpiperidin-3-yl)methyl)urea